CN(C=1C2=C(N=C(N1)N1CC(C1)OC(=O)C=1N=CN(C1)C)CC[S+]2[O-])C2CCOCC2 [1-[4-[Methyl(tetrahydropyran-4-yl)amino]-5-oxido-6,7-dihydrothieno[3,2-d]pyrimidin-5-ium-2-yl]azetidin-3-yl]-1-methylimidazol-4-carboxylat